C(C1=CC=CC=C1)OC1=C(C=C(C=C1I)C[C@@H](C(=O)OC)NC(=O)OC(C)(C)C)F methyl (S)-3-(4-(benzyloxy)-3-fluoro-5-iodophenyl)-2-((tert-butoxycarbonyl)amino)propanoate